3-methyl-5-(4,4,5,5-tetramethyl-1,3,2-dioxaborolan-2-yl)benzene-1,2-diamine CC1=C(C(=CC(=C1)B1OC(C(O1)(C)C)(C)C)N)N